1-(2,4-Dichloropyrimidin-5-yl)propan-1-one-3,3,3-d3 ClC1=NC=C(C(=N1)Cl)C(CC([2H])([2H])[2H])=O